5-oxo-2-furancarboxylic acid O=C1C=CC(O1)C(=O)O